ClC=1SC(=CN1)[C@H]1CSC=2N1C(C(=C([N+]2C)[O-])C2=CC=CC=C2)=O.ClC=2C=C(C=C(C2)Cl)C=2N=C(NC2C2=CC=CC=C2)CC2=CSC=C2 4-(3,5-dichlorophenyl)-5-phenyl-2-(3-thienylmethyl)imidazole (3R)-3-(2-chlorothiazol-5-yl)-8-methyl-5-oxo-6-phenyl-2,3-dihydrothiazolo[3,2-a]pyrimidin-8-ium-7-olate